N1=CC=C(C=C1)C1=CN=C(S1)NCC=1C=C(C=CC1)/C=C/C(=O)OCC (E)-ethyl 3-(3-((5-(pyridin-4-yl)thiazol-2-ylamino)methyl)phenyl)acrylate